C(C)(C)(C)C1=CC(=C(C=C1)N(C(=O)[C@@H]1N(C[C@@H](C1)O)C#N)C(C(=O)NC1CCCCC1)C=1C=NC=CC1)Cl (2R,4R)-N-(4-(tert-butyl)-2-chlorophenyl)-1-cyano-N-(2-(cyclohexylamino)-2-oxo-1-(pyridin-3-yl)ethyl)-4-hydroxypyrrolidine-2-carboxamide